6-(5-(((1s,2r,3r,5r)-2-fluoro-1,5-dimethyl-9-azabicyclo[3.3.1]non-3-yl)oxy)pyrazin-2-yl)isoquinolin-7-ol F[C@@H]1[C@@]2(CCC[C@](C[C@H]1OC=1N=CC(=NC1)C=1C=C3C=CN=CC3=CC1O)(N2)C)C